(Z)-2-(1-(4-(benzo[b]thiophen-2-ylmethyl)benzylidene)-5-fluoro-2-methyl-1H-inden-3-yl)acetic acid S1C2=C(C=C1CC1=CC=C(\C=C/3\C(=C(C4=CC(=CC=C34)F)CC(=O)O)C)C=C1)C=CC=C2